OB1OCC2=C1C(=C(C=C2)C(=O)N[C@@H](C(C)C)C(=O)OCC2=CN=CS2)C thiazol-5-ylmethyl (1-hydroxy-7-methyl-1,3-dihydrobenzo[c][1,2]oxaborole-6-carbonyl)-L-valinate